n-butyl-4,4-di-tert-butylperoxypentanoate C(CCC)OOC(CCC(C)(C(C)(C)C)C(C)(C)C)=O